C(C)(C)NC=1C=C(C=C2C=C(NC12)C1=CC=CC=C1)COCCOC N-isopropyl-5-(2-methoxyethoxymethyl)-2-phenyl-1H-indol-7-amine